C(C)(C)(C)C1=CC=CC=C1 4-(tert-butyl)benzene